4-oxo-3,4-dihydro-1-naphthalenesulfonyl chloride O=C1CC=C(C2=CC=CC=C12)S(=O)(=O)Cl